C1=CC=CC=2C3=CC=CC=C3C(C12)COC(=O)N[C@@H](CCCCNC(=O)OCC1C2=CC=CC=C2C=2C=CC=CC12)C(=O)O Nα,Nε-bis[(9H-fluoren-9-ylmethoxy)carbonyl]-L-lysine